[Cu].N.N di-ammonia copper